2-(o-tolyl)-2-[4-(trifluoromethyl)-2-pyridinyl]acetonitrile C1(=C(C=CC=C1)C(C#N)C1=NC=CC(=C1)C(F)(F)F)C